(2R,3R,11bR)-9-(benzyloxy)-3-(tert-butoxy)-10-methoxy-1,3,4,6,7,11b-hexahydro-2H-pyrido[2,1-a]isoquinolin-2-ol C(C1=CC=CC=C1)OC=1C=C2CCN3[C@@H](C2=CC1OC)C[C@H]([C@@H](C3)OC(C)(C)C)O